FC1=C(C=C(C=C1)OC=1C(=C2C=CNC2=CC1F)S(=O)(=O)C)C=1NC(=CN1)C(C)(O)C=1C=C(C=CC1)CCC(=O)N 3-(3-(1-(2-(2-Fluoro-5-((6-fluoro-4-(methylsulfonyl)-1H-indol-5-yl)oxy)phenyl)-1H-imidazol-5-yl)-1-hydroxyethyl)phenyl)propanamide